(3-chloro-2,4-dimethyl-5,7-dihydropyrrolo[3,4-b]pyridin-6-yl)-[(3R)-1-(5-cyclopropyl-3-pyridinyl)pyrrolidin-3-yl]methanone ClC=1C(=C2C(=NC1C)CN(C2)C(=O)[C@H]2CN(CC2)C=2C=NC=C(C2)C2CC2)C